C(C)OC(C(C(=O)OCC)(OC[C@H]1O[C@H]([C@@H]([C@]1(C#C)OC(C)=O)OC(C)=O)N1C2=NC(=NC(=C2N=C1)N)SCC)CC1=CC=CC=C1)=O 2-benzyl-2-(((2r,3r,4r,5r)-3,4-diacetoxy-5-(6-amino-2-(ethylsulfanyl)-9H-purin-9-yl)-3-ethynyl-tetrahydrofuran-2-yl)methoxy)malonic acid diethyl ester